N1C(=[Se])N=C(N)C=C1 seleno-cytosine